OCC(N)(CO)C(=O)O α-hydroxymethyl-serine